5-(3-isopropyl-5-(piperidin-4-yl)-1H-indol-2-yl)-1,3-dimethylpyrimidine-2,4(1h,3h)-dione C(C)(C)C1=C(NC2=CC=C(C=C12)C1CCNCC1)C=1C(N(C(N(C1)C)=O)C)=O